COC1=CC=C(CNC(=O)NC2CC3(C2)CC(C3)C(=O)N3CCCC2=CC(=CC=C32)C(F)(F)F)C=C1 1-(4-methoxybenzyl)-3-(6-(6-(trifluoromethyl)-1,2,3,4-tetrahydroquinoline-1-carbonyl)spiro[3.3]heptan-2-yl)urea